2-ethyl-5-fluoro-3-oxo-4H-quinoxaline-6-carbaldehyde C(C)C1=NC2=CC=C(C(=C2NC1=O)F)C=O